FC1=CC=C(C(=N1)C)OC1=C(C(=O)NC2=CC(=CC=C2)OCCCCNCCC(C)(C)O)C(=C(C=N1)C(F)(F)F)C ((6-fluoro-2-methylpyridin-3-yl)oxy)-N-(3-(3-hydroxy-3-methylbutylaminobutyloxy)phenyl)-4-methyl-5-(trifluoromethyl)nicotinamide